FC(S(=O)(=O)O)(F)F.N[C@@H](CC1=CC=CC=C1)C(=O)O phenylalanine trifluoromethanesulfonate